1,4-naphthoquinone-2-sulfonic acid C1(C(=CC(C2=CC=CC=C12)=O)S(=O)(=O)O)=O